CNC1=CC=C(C=C1)N N-methylbenzene-1,4-diamine